((5-cyano-2-methylpyridin-3-yl)amino)thiazole-4-carboxylic acid ethyl ester C(C)OC(=O)C=1N=C(SC1)NC=1C(=NC=C(C1)C#N)C